(3R)-3-(tert-butoxycarbonylamino)-5-[(4-chlorophenyl)methyl]-8-methyl-4-oxo-2,3-dihydro-1,5-benzothiazepine-7-carboxylic acid C(C)(C)(C)OC(=O)N[C@H]1CSC2=C(N(C1=O)CC1=CC=C(C=C1)Cl)C=C(C(=C2)C)C(=O)O